N1(N=CC=C1)CC=1C=CC(=NC1C1CC1)C(=O)OC1=C(C(=C(C(=C1F)F)F)F)F Perfluorophenyl 5-((1H-pyrazol-1-yl)methyl)-6-cyclopropylpicolinate